N-[(1R,3S)-3-{[6-fluoro-2-(trifluoromethyl)quinolin-4-yl]amino}cyclohexyl]-1-(propan-2-yl)-1H-pyrazole-5-carboxamide FC=1C=C2C(=CC(=NC2=CC1)C(F)(F)F)N[C@@H]1C[C@@H](CCC1)NC(=O)C1=CC=NN1C(C)C